ClC1=C(C(=CC=C1)F)C1=NOC(=C1C1=CC2(C1)CCN(CC2)C=2SC1=C(N2)C(=CC=C1)F)C1CC1 2-(2-(3-(2-Chloro-6-fluorophenyl)-5-cyclopropylisoxazol-4-yl)-7-azaspiro[3.5]non-1-en-7-yl)-4-fluorobenzo[d]thiazol